Heptadecan-9-yl (E)-8-((3-(2-nitroguanidino)propyl)(8-(nonyloxy)-8-oxooctyl)amino)octanoate [N+](=O)([O-])/N=C(/NCCCN(CCCCCCCC(=O)OC(CCCCCCCC)CCCCCCCC)CCCCCCCC(=O)OCCCCCCCCC)\N